BrC=1C=C2N(N=CC(=C2NC(C)C)C#N)C1 6-bromo-4-(isopropylamino)pyrrolo[1,2-b]pyridazine-3-carbonitrile